Di(imidazol-1-yl)methylthioketone Ethylmethyl-4-(2,3-dichlorophenyl)-2,6-dimethyl-1,4-dihydro-3,5-pyridinedicarboxylate C(C)C1(C(=C(N(C(=C1C(=O)O)C)C)C)C(=O)O)C1=C(C(=CC=C1)Cl)Cl.N1(C=NC=C1)C(N1C=NC=C1)C(=S)C(N1C=NC=C1)N1C=NC=C1